5-methyl-N4-(2-oxo-2,3-dihydro-1,3-benzoxazol-5-yl)-N2-[2-(cis-3,4,5-trimethylpiperazino)pyridin-5-yl]-2,4-pyrimidinediamine CC=1C(=NC(=NC1)NC=1C=CC(=NC1)N1C[C@H](N([C@H](C1)C)C)C)NC=1C=CC2=C(NC(O2)=O)C1